(benzofuropyridinyl)pyridine N1=C(C=CC2=C1C1=C(O2)C=CC=C1)C1=NC=CC=C1